CC1=CC=2N(C=C1)C(=C(N2)C=2SC(=CC2)C(NC)=O)C[C@H]2CN(CCO2)C(=O)OC methyl (S)-2-((7-methyl-2-(5-(methylcarbamoyl)thiophen-2-yl)imidazo[1,2-a]pyridin-3-yl)methyl)morpholine-4-carboxylate